(METHACRYLOXYMETHYL)BIS(TRIMETHYLSILOXY)METHYLSILANE C(C(=C)C)(=O)OC[SiH2]C(O[Si](C)(C)C)O[Si](C)(C)C